C(C)(=S)N thioacetylAmine